C1(CC1)C#C[C@@]1(NC(NC2=CC(=C(C=C12)F)CC=1C=C(C#N)C(=CN1)OCCO)=O)C(F)(F)F (S)-2-((4-(cyclopropylethynyl)-6-fluoro-2-oxo-4-(trifluoromethyl)-1,2,3,4-tetrahydroquinazolin-7-yl)methyl)-5-(2-hydroxyethoxy)isonicotinonitrile